2,2'-(1,4,8,11-tetraazacyclotetradec-1,8-diyl)diacetic acid N1(CCNCCCN(CCNCCC1)CC(=O)O)CC(=O)O